C(CCCCCCCCCCCCCCCCCCCCC)N docosyl-amine